3-hydroxy-5-methyl-4-[3-(1-methyl-3-piperidyl)pyrido[2,3-b]pyrazin-6-yl]benzonitrile OC=1C=C(C#N)C=C(C1C=1C=CC=2C(=NC(=CN2)C2CN(CCC2)C)N1)C